C(C=C)NC1=CC=C(C=C1)C N-allyl-4-methylaniline